2-(1-(4-fluoro-3-methylphenyl)-5-hydroxy-2-isopropyl-1H-indol-3-yl)acetic acid FC1=C(C=C(C=C1)N1C(=C(C2=CC(=CC=C12)O)CC(=O)O)C(C)C)C